4-(2,2-dimethyl-3-((3-(trifluoromethoxy)pyridin-2-yl)oxy)propanamido)-3-phenylpiperidine-1-carboxylic acid tert-butyl ester C(C)(C)(C)OC(=O)N1CC(C(CC1)NC(C(COC1=NC=CC=C1OC(F)(F)F)(C)C)=O)C1=CC=CC=C1